(S)-7-(5-Amino-5,7-dihydrospiro[cyclopenta[c]pyridine-6,4'-piperidine]-1'-yl)-3-(2,3-dichlorophenyl)pteridine-2,4(1H,3H)-dione N[C@@H]1C2=C(C=NC=C2)CC12CCN(CC2)C2=CN=C1C(N(C(NC1=N2)=O)C2=C(C(=CC=C2)Cl)Cl)=O